1-(cyclopropylmethyl)-N-(5-(3,3-dimethyl-1-(4-methyl-4H-1,2,4-triazol-3-yl)cyclobutyl)-2-fluorophenyl)-5-((isobutylamino)methyl)-2-oxo-1,2-dihydropyridine-3-carboxamide C1(CC1)CN1C(C(=CC(=C1)CNCC(C)C)C(=O)NC1=C(C=CC(=C1)C1(CC(C1)(C)C)C1=NN=CN1C)F)=O